[Cl-].[Cl-].C(=C)[Zr+2](C1C=CC2=CC=CC=C12)C1C=CC2=CC=CC=C12 vinyl-bis-indenyl zirconium dichloride